CC1=C(C=CC=C1C)N1CCN(CC1)C(CN1N=C(C2=C1CCC2)C(=O)N2CCN(CC2)CC(=O)N)=O 2-[4-(1-{2-[4-(2,3-dimethylphenyl)piperazin-1-yl]-2-oxoethyl}-1,4,5,6-tetrahydrocyclopenta[c]pyrazole-3-carbonyl)piperazin-1-yl]acetamide